3-[3-[1-(2,2-dimethoxyethyl)-4-piperidinyl]phenyl]piperidine-2,6-dione COC(CN1CCC(CC1)C=1C=C(C=CC1)C1C(NC(CC1)=O)=O)OC